(S)-3-(2-(6-(3-Methylpyridin-4-yl)-2,6-diazaspiro[3.3]heptan-2-yl)ethyl)-2-oxaspiro[4.5]decan-1-on CC=1C=NC=CC1N1CC2(CN(C2)CC[C@H]2OC(C3(C2)CCCCC3)=O)C1